3-amino-5-(1-((6-methoxy-2-methyl-7-(morpholine-4-carbonyl)quinazolin-4-yl)amino)ethyl)benzonitrile NC=1C=C(C#N)C=C(C1)C(C)NC1=NC(=NC2=CC(=C(C=C12)OC)C(=O)N1CCOCC1)C